NC1=NC=C(C(=N1)C(F)F)C1=NC(=NC(=N1)N1CCOCC1)N1CCN(CC1)C(=O)[C@@H]1CN(CC1)C(C=C)=O (S)-1-(3-(4-(4-(2-amino-4-(difluoromethyl)pyrimidin-5-yl)-6-morpholino-1,3,5-triazin-2-yl)piperazine-1-carbonyl)pyrrolidin-1-yl)prop-2-en-1-one